(Z)-1-bromo-2-(2-iodostyryl)benzene BrC1=C(C=CC=C1)\C=C/C1=C(C=CC=C1)I